C1(CC1)C1=C(C=CC=C1OC)C(C(=O)O)N1CC(C1)OCCCCCC1=NC=2NCCCC2C=C1 2-(2-cyclopropyl-3-methoxyphenyl)-2-(3-((5-(5,6,7,8-tetrahydro-1,8-naphthyridin-2-yl)pentyl)oxy)azetidin-1-yl)acetic acid